ClC=1N(C(C2=CC(=CC(=C2C1)[C@@H](C)NC1=C(C(=O)OC)C=CC=C1)F)=O)C methyl (R)-2-((1-(3-chloro-7-fluoro-2-methyl-1-oxo-1,2-dihydroisoquinolin-5-yl)ethyl)amino)benzoate